2-methyl-5-(3-cyanophenyl)-N-(3-(2-(4-methylpiperazin-1-yl)propyl)-1,2,4-thiadiazol-5-yl)furan-3-carboxamide CC=1OC(=CC1C(=O)NC1=NC(=NS1)CC(C)N1CCN(CC1)C)C1=CC(=CC=C1)C#N